CC12CC3(CC(CC(C1)C3)(C2)C)C (1s,3s,5s)-1,3,5-trimethyladamantane